2-(cyclohexylmethyl)-7-fluoro-N-(3-(methylsulfonyl)phenyl)-2H-indazole-3-carboxamide C1(CCCCC1)CN1N=C2C(=CC=CC2=C1C(=O)NC1=CC(=CC=C1)S(=O)(=O)C)F